tert-butyl 4-[2-[2-[2-[2-[2-[2-[2-[2-(2-hydroxyethoxy)ethoxy]ethoxy]ethoxy]ethoxy]ethoxy]ethoxy] ethoxy]ethoxy]benzoate OCCOCCOCCOCCOCCOCCOCCOCCOCCOC1=CC=C(C(=O)OC(C)(C)C)C=C1